Lithium-Germanium [Ge].[Li]